isethionic acid ammonium salt [NH4+].S(=O)(=O)([O-])CCO